C(C)(C)(C)OC(=O)N1CCN(CC1)C=1C=NNC(C1)=O 4-(6-oxo-1H-pyridazin-4-yl)piperazine-1-carboxylic acid tert-butyl ester